(4-((4-Phenylbutoxy)methylene)cyclohexyl)benzene C1(=CC=CC=C1)CCCCOC=C1CCC(CC1)C1=CC=CC=C1